2-(2-(1,3-dioxoisoindolin-2-yl)-1-phenylethyl)malononitrile O=C1N(C(C2=CC=CC=C12)=O)CC(C1=CC=CC=C1)C(C#N)C#N